isopropyl 4-isopropoxypentanoate C(C)(C)OC(CCC(=O)OC(C)C)C